methyl-tris(benzoyloxy)silane tert-butyl-4-((6-(((1-aminoisoquinolin-6-yl)methyl)amino)pyridin-3-yl)methoxy)piperidine-1-carboxylate C(C)(C)(C)OC(=O)N1CCC(CC1)OCC=1C=NC(=CC1)NCC=1C=C2C=CN=C(C2=CC1)N.C[Si](OC(C1=CC=CC=C1)=O)(OC(C1=CC=CC=C1)=O)OC(C1=CC=CC=C1)=O